N1N=CC2=CC(=CC=C12)NC1=NC(=NC=C1)C=1C=CC2=C(SC(=C2)C(=O)N(C)C)C1 6-(4-((1H-indazol-5-yl)amino)pyrimidin-2-yl)-N,N-dimethylbenzo[b]thiophene-2-carboxamide